D(+)-pantothenate C(CCNC([C@@H](O)C(C)(C)CO)=O)(=O)[O-]